BrC=1SC=CC1CN1C(C(C2=CC=C(C=C12)C(=O)OC)(C)C)=O methyl 1-((2-bromothiophen-3-yl) methyl)-3,3-dimethyl-2-oxoindoline-6-carboxylate